C(#N)C=1C(=CC(=NC1)C(C)NC(CN1C(NC2=CC=C(C(=C2C1)F)F)=O)=O)C N-[1-(5-cyano-4-methylpyridin-2-yl)ethyl]-2-(5,6-difluoro-2-oxo-1,4-dihydroquinazolin-3-yl)acetamide